C(C1=CC=CC=C1)OC[C@H]1C(N(CC1)C(C)C1=CC=C(C=C1)OC)=O (3S)-3-((benzyloxy)methyl)-1-(1-(4-methoxyphenyl)ethyl)pyrrolidin-2-one